C(O)(O)=O.O water, bicarbonate salt